ClC1=C(C=C(CNC(C(C)C)=O)C=C1)C=1NC(C=C(N1)C1=NC=C(C=C1)C)=O N-{4-chloro-3-[4-(5-methylpyridin-2-yl)-6-oxo-1,6-dihydropyrimidin-2-yl]benzyl}isobutyramide